3-[2-(2-benzyl-4-phenylbutylamino)acetylamino]bicyclo[2.2.2]octane-2-carboxamide C(C1=CC=CC=C1)C(CNCC(=O)NC1C(C2CCC1CC2)C(=O)N)CCC2=CC=CC=C2